(Isoquinolin-5-yl)-4-(1,3-thiazol-2-yl)pyrrolidine-3-carboxamide dihydrochloride Cl.Cl.C1=NC=CC2=C(C=CC=C12)N1CC(C(C1)C=1SC=CN1)C(=O)N